(3-fluoro-2-(pyrimidin-2-yl)phenyl)((1R,4S,6S)-6-((5-(trifluoromethyl)pyrazin-2-yl)amino)-2-azabicyclo[2.2.2]octan-2-yl)methanone FC=1C(=C(C=CC1)C(=O)N1[C@H]2[C@H](C[C@@H](C1)CC2)NC2=NC=C(N=C2)C(F)(F)F)C2=NC=CC=N2